O1C=CN=CC=C1 1,4-Oxazepin